C(C)(=O)N1CCC(CC1)C1=NN(C=2C=CC=C(C12)C1=C(C=C2C=NN(C2=C1)C)F)CC(=O)N(CC(=O)N(CC(=O)O)C)C N-(N-(2-(3-(1-acetylpiperidin-4-yl)-5'-fluoro-1'-methyl-1H,1'H-[4,6'-biindazol]-1-yl)acetyl)-N-methylglycyl)-N-methylglycine